(5-(3-(2-fluorophenyl)azetidin-1-yl)-2,3-dihydro-1H-inden-1-yl)piperidine-4-carboxylic acid methyl ester COC(=O)C1CCN(CC1)C1CCC2=CC(=CC=C12)N1CC(C1)C1=C(C=CC=C1)F